N-[(2RS)-1-(aminooxy)-3-(2,4-dimethylphenyl)propan-2-yl]-5-bromo-2-(tri-fluoromethyl)isonicotinamide NOC[C@@H](CC1=C(C=C(C=C1)C)C)NC(C1=CC(=NC=C1Br)C(F)(F)F)=O |r|